BrC1=C(C=C(C=C1)C(F)(F)F)C(C)=O 1-(2-bromo-5-(trifluoromethyl)phenyl)ethan-1-one